9-(2-carboxyphenyl)-6-(4-sulfo-ortho-toluidino)-N-(ortho-tolyl)-3H-xanthene-3-imine C(=O)(O)C1=C(C=CC=C1)C=1C2=CC=C(C=C2OC2=CC(C=CC12)=NC1=C(C=CC=C1)C)NC=1C(=CC=C(C1)S(=O)(=O)O)C